CC=1N(C=CN1)CCC1=NC(=NC(=N1)N)N 6-[2-(2-methyl-1H-imidazol-1-yl)ethyl]-1,3,5-triazine-2,4-diamine